FC1(CCC2=C1N=C(N=C2C2=CC1=C(C(NCCO1)=O)C(=C2)F)N2[C@H](CC2)C)F 8-[7,7-difluoro-2-[(2S)-2-methylazetidin-1-yl]-5,6-dihydrocyclopenta[d]pyrimidin-4-yl]-6-fluoro-3,4-dihydro-2H-1,4-benzoxazepin-5-one